N-((3R,4R)-4-(2-chloro-4-(2-hydroxybenzoyl)benzamido)pyrrolidin-3-yl)isonicotinamide ClC1=C(C(=O)N[C@H]2[C@@H](CNC2)NC(C2=CC=NC=C2)=O)C=CC(=C1)C(C1=C(C=CC=C1)O)=O